N-[4-(4-methyl-2-phenylpiperazin-1-yl)sulfonyl-3-pyrrolidin-1-ylphenyl]cyclopropanecarboxamide CN1CC(N(CC1)S(=O)(=O)C1=C(C=C(C=C1)NC(=O)C1CC1)N1CCCC1)C1=CC=CC=C1